BrC=1C=C(C=CC1OC1=C(C=CC=C1)N1CC(C1)CC1CCNCC1)C(C)(C)O 2-[3-bromo-4-[2-[3-(4-piperidylmethyl)azetidin-1-yl]phenoxy]phenyl]propan-2-ol